2-(2,2-difluoroethyl)-2,3-dihydro-1H-pyrrolo[3,4-c]pyridin-1-one FC(CN1CC=2C=NC=CC2C1=O)F